OC1(CC(C1)C(=O)N1CC2(C1)C[C@@H](CC2)C=2C=NN(C2C(F)(F)F)C)C |r| (rac)-((1s,3s)-3-Hydroxy-3-methylcyclobutyl)(6-(1-methyl-5-(trifluoromethyl)-1H-pyrazol-4-yl)-2-azaspiro[3.4]octan-2-yl)methanon